(3-amino-5-chloro-1-methyl-1H-pyrazolo[4,3-b]pyridin-7-yl)ethane-1,2-diol NC1=NN(C=2C1=NC(=CC2C(CO)O)Cl)C